Barium europium [Eu].[Ba]